N-(1H-indazol-5-yl)-3-{4-[(4-methylpiperazin-1-yl)methyl]thiazol-2-yl}imidazo[1,2-b]pyridazin-6-amine N1N=CC2=CC(=CC=C12)NC=1C=CC=2N(N1)C(=CN2)C=2SC=C(N2)CN2CCN(CC2)C